N-(4-amino-2,5-dimethoxy-phenyl)-benzamide NC1=CC(=C(C=C1OC)NC(C1=CC=CC=C1)=O)OC